N-(3-aminopropyl)-N-methylamid NCCC[N-]C